5,7-dihydroxyl-8-methoxyflavone OC1=C2C(C=C(OC2=C(C(=C1)O)OC)C1=CC=CC=C1)=O